ClC1=CC=C(C=C1)C1=NN(C[C@@H]1C1=CC(=CC=C1)C#N)\C(\NCCS(N)(=O)=O)=N/S(=O)(=O)C1=CC=C(C=C1)Cl (S,Z)-3-(4-chlorophenyl)-N'-((4-chlorophenyl)sulfonyl)-4-(3-cyanophenyl)-N-(2-sulfamoylethyl)-4,5-dihydro-1H-pyrazole-1-carboximidamide